tert-Butyl ((1r,4r)-4-(Benzyl(methyl)amino)cyclohexyl)carbamate C(C1=CC=CC=C1)N(C1CCC(CC1)NC(OC(C)(C)C)=O)C